COC1=CC=C(C=C1)NC=1C(=NC=C(N1)OCC(F)(F)F)C=O 3-((4-methoxyphenyl)amino)-5-(2,2,2-trifluoroethoxy)pyrazine-2-carbaldehyde